BrC=1C=C(C2=CC=CC=C2C1OC1CC1)C(=O)OC methyl 3-bromo-4-cyclopropyloxy-1-naphthoate